3-[Methyl(4-{7'-[(1R,3R)-3-(oxan-2-yloxy)cyclohexyl]-6'-oxospiro[cyclopropane-1,5'-pyrrolo[2,3-d]pyrimidin]-2'-ylamino}piperidin-1-ylsulfonyl)amino]propyl 4-methoxybenzoate COC1=CC=C(C(=O)OCCCN(S(=O)(=O)N2CCC(CC2)NC=2N=CC3=C(N2)N(C(C32CC2)=O)[C@H]2C[C@@H](CCC2)OC2OCCCC2)C)C=C1